FC1(C(CN(CC1)[C@H](C(=O)NC=1SC2=C(N1)C=C1C(=C2)OC(O1)(F)F)C)C1=NC=NN1)F (2S)-2-(4,4-difluoro-3-(1H-1,2,4-triazol-5-yl)piperidin-1-yl)-N-(2,2-difluoro-[1,3]dioxolo[4',5':4,5]benzo[1,2-d]thiazol-6-yl)propanamide